tert-butyl 4-(4-(4-(((benzyloxy)carbonyl)amino)-2-fluorophenyl)piperidine-1-carbonyl)-4-fluoropiperidine-1-carboxylate C(C1=CC=CC=C1)OC(=O)NC1=CC(=C(C=C1)C1CCN(CC1)C(=O)C1(CCN(CC1)C(=O)OC(C)(C)C)F)F